ClC1=NC=C2N(C(N(C2=N1)C1(CCN(CC1)C(=O)OC(C)(C)C)C#N)=O)C tert-Butyl 4-(2-Chloro-7-methyl-8-oxo-7,8-dihydro-9H-purin-9-yl)-4-cyanopiperidine-1-carboxylate